4-(2-Methylquinolin-6-yl)-3,6-dihydropyridine-1(2H)-carboxylic acid tert-butyl ester C(C)(C)(C)OC(=O)N1CCC(=CC1)C=1C=C2C=CC(=NC2=CC1)C